FC1=CC=C(C=C1)C#CC=1C=C(C=CC1C1=CC=NC=C1)NC(=O)NCCC=1C=NC=CC1 1-(3-((4-fluorophenyl)ethynyl)-4-(pyridin-4-yl)phenyl)-3-(2-(pyridin-3-yl)ethyl)urea